COC1=CC=C2C=CC(=CC2=C1)OCCN1C(C2=CC=CC=C2C1=O)=O 2-(2-((7-methoxynaphthalen-2-yl)oxy)ethyl)isoindoline-1,3-dione